BrC1=C(N(N=C1)C)C=1C=C(C=CC1OCCN(C)C)NC(=O)NC1=CC=C(C=C1)F 1-[3-(4-Bromo-2-methyl-2H-pyrazol-3-yl)-4-(2-dimethylamino-ethoxy)-phenyl]-3-(4-fluoro-phenyl)-urea